OCC(CO)(CO)NCC(CS(=O)(=O)O)O 3-[[1,3-dihydroxy-2-(hydroxymethyl)propan-2-yl]Amino]-2-hydroxypropane-1-sulfonic acid